CN1N=CC2=CC(=CC=C12)C1=NC2=CC=C3C(=C2C=2CCCCC12)C=NN3 7-(1-methyl-1H-indazol-5-yl)-8,9,10,11-tetrahydro-3H-pyrazolo[4,3-a]phenanthridine